(2S,4R)-2-dimethylcarbamoyl-4-acetylmercapto-1-(p-nitrobenzyloxycarbonyl)pyrrolidine CN(C(=O)[C@H]1N(C[C@@H](C1)SC(C)=O)C(=O)OCC1=CC=C(C=C1)[N+](=O)[O-])C